O=C1NC(CCC1N1C(C2=CC(=C(C=C2C1=O)N1CC2C(C2C1)C=O)F)=O)=O 3-(2-(2,6-Dioxopiperidin-3-yl)-6-fluoro-1,3-dioxoisoindolin-5-yl)-3-azabicyclo[3.1.0]hexane-6-carbaldehyde